C(C)(=O)SCCC(=O)NCCN(C(CCCCCN=[N+]=[N-])=O)CCNC(CCSC(C)=O)=O N,N-bis({2-[3-(acetylsulfanyl)propanamido]ethyl})-6-azidohexanamide